NC1=CC=C(C=C1)C=1C=NN2C1C=C(C=C2)C(=O)N(C)C2=CC=C(C=C2)Cl 3-(4-aminophenyl)-N-(4-chlorophenyl)-N-methyl-pyrazolo[1,5-a]pyridine-5-carboxamide